(3-([1,1'-biphenyl]-2-ylethynyl)-1H-indazol-5-yl)(1,8-diazaspiro[4.5]decan-1-yl)methanone C1(=C(C=CC=C1)C#CC1=NNC2=CC=C(C=C12)C(=O)N1CCCC12CCNCC2)C2=CC=CC=C2